ethyl-5,7-difluoro-3-((5-(trifluoromethoxy)pyridin-2-yl)methyl)naphthalene-1,4-dione C(C)C=1C(C2=CC(=CC(=C2C(C1CC1=NC=C(C=C1)OC(F)(F)F)=O)F)F)=O